2-((4-(2-(4-chloro-2-(methoxy-d3)phenyl)-4-fluoro-2H-chromen-8-yl)piperidin-1-yl)methyl)-1-(((S)-oxabutane-2-yl)methyl)-1H-benzo[d]imidazole-6-carboxylic acid ClC1=CC(=C(C=C1)C1OC2=C(C=CC=C2C(=C1)F)C1CCN(CC1)CC1=NC2=C(N1C[C@@H](O)CC)C=C(C=C2)C(=O)O)OC([2H])([2H])[2H]